7-(1-(2-Hydroxy-2-methylpropyl)-1H-pyrazol-4-yl)-3-methyl-8-(4-(1-morpholinocyclopropyl)phenyl)-1-(tetrahydro-2H-pyran-4-yl)-3,6-dihydroimidazo[4,5-d]pyrrolo[2,3-b]pyridin-2(1H)-one OC(CN1N=CC(=C1)C1=C(C=2C(=NC=C3C2N(C(N3C)=O)C3CCOCC3)N1)C1=CC=C(C=C1)C1(CC1)N1CCOCC1)(C)C